C(=O)O.N[C@@H]1[C@H](CCCC1)C1=C(C2=NC(=CC(=C2S1)NCC=1SC=CC1)Cl)C#CC 2-((1S,2S)-2-aminocyclohexyl)-5-chloro-3-(prop-1-yn-1-yl)-N-(thiophen-2-ylmethyl)thieno[3,2-b]pyridin-7-amine formate